6-(7-(2-Morpholinoethoxy)imidazo[1,2-a]pyridin-3-carbonyl)-N-(3-(trifluoromethyl)phenyl)-4,5,6,7-tetrahydrothieno[2,3-c]pyridin-3-carboxamid O1CCN(CC1)CCOC1=CC=2N(C=C1)C(=CN2)C(=O)N2CC1=C(CC2)C(=CS1)C(=O)NC1=CC(=CC=C1)C(F)(F)F